2-cyclopropylbenzofuran-7-ol C1(CC1)C=1OC2=C(C1)C=CC=C2O